(R)-N-(3,3-difluoro-1-(oxetan-3-yl)piperidin-4-yl)-5-(1-(1,3-difluoropropan-2-yl)-1H-benzo[d][1,2,3]triazol-6-yl)-4-methoxypyrrolo[2,1-f][1,2,4]triazin-2-amine FC1(CN(CC[C@H]1NC1=NN2C(C(=N1)OC)=C(C=C2)C=2C=CC1=C(N(N=N1)C(CF)CF)C2)C2COC2)F